2-(1-methylbenzimidazol-2-yl)-5-(2-nitrophenyl)sulfonyl-4,6,7,8-tetrahydropyrazolo[1,5-a][1,4]diazepine CN1C(=NC2=C1C=CC=C2)C2=NN1C(CN(CCC1)S(=O)(=O)C1=C(C=CC=C1)[N+](=O)[O-])=C2